FC=1C(=C(C#N)C=CC1)C1=CC(=C2C(=N1)CNC2=O)N2N=C(C=C2)N2C[C@H]1OCCN([C@H]1C2)C 3-fluoro-2-(4-(3-((4aS,7aR)-4-methylhexahydropyrrolo[3,4-b][1,4]oxazin-6(2H)-yl)-1H-pyrazol-1-yl)-5-oxo-6,7-dihydro-5H-pyrrolo[3,4-b]pyridin-2-yl)benzonitrile